2-(imidazol-1-yl)-N-[(trans)-4-methoxycyclohexyl]quinazoline-4-carboxamide N1(C=NC=C1)C1=NC2=CC=CC=C2C(=N1)C(=O)N[C@@H]1CC[C@H](CC1)OC